(3S)-1-[(3R)-3-[3-[(1-methylazetidin-1-ium-3-yl)carbamoyl]phenyl]-3-[[(7S)-7-tert-butyl-5,6,7,8-tetrahydrothiazolo[5,4-b]quinoline-2-carbonyl]amino]propyl]pyrrolidine-3-carboxylic acid C[NH+]1CC(C1)NC(=O)C=1C=C(C=CC1)[C@@H](CCN1C[C@H](CC1)C(=O)O)NC(=O)C=1SC2=NC=3CC[C@@H](CC3C=C2N1)C(C)(C)C